2-[5-[(1R,4R,7R)-7-amino-2-azabicyclo[2.2.1]heptane-2-carbonyl]-7-fluoro-1-methyl-benzimidazol-2-yl]-11-ethyl-1-azatricyclo[6.3.1.04,12]dodeca-2,4(12),5,7-tetraen-9-one N[C@H]1[C@@H]2N(C[C@H]1CC2)C(=O)C2=CC1=C(N(C(=N1)C=1N3C(CC(C4=CC=CC(C1)=C34)=O)CC)C)C(=C2)F